3-(4,4-difluorocyclohexyl)-N-(3,4-dimethoxybenzyl)-pyrazolo[1,5-a]pyrimidin-5-amine FC1(CCC(CC1)C=1C=NN2C1N=C(C=C2)NCC2=CC(=C(C=C2)OC)OC)F